2-tert-amyl-1,3-butadiene C(C)(C)(CC)C(=C)C=C